C(C)N(CCCNC(=O)NCCCN(CC)CC)CC 1,3-bis(3-diethylaminopropyl)urea